NC1=C(C=CC=C1Cl)[C@@H]1CN([C@@H](CO1)C(C)C)C(=O)OC(C)(C)C |r| Rac-tert-butyl (2R,5R)-2-(2-amino-3-chlorophenyl)-5-(propan-2-yl)morpholine-4-carboxylate